C(CCCCCCC)NC(=S)NCCCCCCCC 1,3-dioctylthiourea